5-methoxy-1-propylhydantoin COC1C(NC(N1CCC)=O)=O